CS(=O)(=O)OC1CC2CCCC2C1 octahydropentalen-2-yl methanesulfonate